CC1=CC=CC=C1N The molecule is an aminotoluene in which the amino substituent is ortho to the methyl group. It has a role as a carcinogenic agent.